8-((R)-5-Amino-3,3-difluoro-piperidin-1-yl)-quinoxaline-5-carbonitrile N[C@@H]1CC(CN(C1)C1=CC=C(C=2N=CC=NC12)C#N)(F)F